[O-2].[Al+3].[O-2].[O-2].[Al+3] Aluminium(III) oxide